N[C@H](C(=O)NCCCC[C@@H](C(=O)OC(C)(C)C)NC(=O)N[C@@H](CCC(=O)OC(C)(C)C)C(=O)OC(C)(C)C)CC1=CC2=CC=CC=C2C=C1 Di-tert-butyl (((S)-6-((S)-2-amino-3-(naphthalen-2-yl)propanamido)-1-(tert-butoxy)-1-oxohexan-2-yl)carbamoyl)-L-glutamate